BrC=1C=C(C=C)C=CC1Br 3,4-dibromostyrene